COC(C[C@](C)(N\C(\NC1CCC(CC1)(F)F)=N/C(=O)OC(C)(C)C)C1=C(C(=CC=C1)NC(=O)OCC1=CC=CC=C1)Cl)=O (3S)-3-[3-(Benzyloxycarbonylamino)-2-chlorophenyl]-3-{[(Z)-N'-tert-butoxy-carbonyl-N-(4,4-difluorocyclohexyl)amidino]amino}butanoic acid methyl ester